tert-butyl methyl((2,3,4,5-tetrahydrothieno[3,4-b]oxepin-5-yl)methyl)carbamate CN(C(OC(C)(C)C)=O)CC1C=2C(OCCC1)=CSC2